The molecule is a dicarboxylic acid comprising chorismic acid having its 4-hydroxy group replaced by an amino group. It derives from a chorismic acid. It is a conjugate acid of a 4-amino-4-deoxychorismate(1-). C=C(C(=O)O)O[C@@H]1C=C(C=C[C@H]1N)C(=O)O